CC=1C(=C(C=CC1)B(O)O)C(F)(F)F 3-METHYL-2-(TRIFLUOROMETHYL)PHENYLBORONIC ACID